2-amino-3-chloro-9,10-dihydro-anthracene-9,10-dione NC1=CC=2C(C3=CC=CC=C3C(C2C=C1Cl)=O)=O